2',3-dichloro-4-[(3,5-difluoropyridin-2-yl)methoxy]-3',6-dimethyl-[1,4'-bipyridin]-2-one ClC1=NC=CC(=C1C)N1C(C(=C(C=C1C)OCC1=NC=C(C=C1F)F)Cl)=O